C1(CCC1)N1CC(C1)C(=O)NC=1N=C2N(C=C(C=C2F)C=2C=C(C=3N(N2)C=C(N3)C)C)C1 1-cyclobutyl-N-[6-(2,8-dimethylimidazo[1,2-b]pyridazin-6-yl)-8-fluoro-imidazo[1,2-a]pyridin-2-yl]azetidine-3-carboxamide